methioninic acid N[C@@H](CCSC)C(=O)O